N-(4-aminophenyl)cyclohexanecarboxamide C1CCC(CC1)C(=O)NC2=CC=C(C=C2)N